carbamoyl-methyluridine C(N)(=O)[C@@]1([C@@](O[C@@H]([C@H]1O)CO)(N1C(=O)NC(=O)C=C1)C)O